N-[6-(5-chloro-1,3-benzoxazol-2-yl)spiro[3.3]heptan-2-yl]-3-(trifluoromethyl)cyclobutanecarboxamide ClC=1C=CC2=C(N=C(O2)C2CC3(CC(C3)NC(=O)C3CC(C3)C(F)(F)F)C2)C1